spiro[4.6]undecane C1CCCC12CCCCCC2